2-chloro-6-methoxy-N-(5-methyl-1H-pyrazol-3-yl)-7-(3-(pyrrolidin-1-yl)propoxy)quinazolin-4-amine ClC1=NC2=CC(=C(C=C2C(=N1)NC1=NNC(=C1)C)OC)OCCCN1CCCC1